4-[2-(N-(2-fluorophenyl)anilino)-2-oxo-ethyl]-1-[(4-fluorophenyl)-isopropyl-carbamoyl]piperidine-4-carboxylic acid FC1=C(C=CC=C1)N(C1=CC=CC=C1)C(CC1(CCN(CC1)C(N(C(C)C)C1=CC=C(C=C1)F)=O)C(=O)O)=O